FC(OC1=C(C=CC(=C1)C(F)(F)F)C=1C=2N(C(=NN1)O)C=NC2)F 1-(2-(difluoromethoxy)-4-(trifluoromethyl)phenyl)imidazo[1,5-d][1,2,4]triazin-4-ol